5-chloro-2-{[2-(2-methylpropyl)morpholin-4-yl]methyl}-7,8-dihydro-6H-spiro[[1,3]oxazolo[5,4-f]quinazoline-9,1'-cyclohexan]-7-one ClC=1C=C2C(=C3C1NC(NC31CCCCC1)=O)OC(=N2)CN2CC(OCC2)CC(C)C